C(C)(C)(C)OC(C=C)=O tert-Butylacrylat